C(C)N1N=C(C2=C1C(NCC1(CCOCC1)C2)=O)CC(COC(=O)C2CCN(CC2)C(C)=O)(C)C 1-Acetylpiperidine-4-carboxylic acid [3-(1-ethyl-8-oxo-spiro[6,7-dihydro-4H-pyrazolo[3,4-c]azepin-5,4'-tetrahydropyran]-3-yl)-2,2-dimethyl-propyl] ester